C(C)(C)(C)N(C(O)=O)[C@@H]1CN(CC1)C1=C(C=NC=C1C=O)C1=CC(=CC(=C1)C)C.C(C1=CC=CC=C1)OCCC(C)=O 4-(benzyloxy)butan-2-one tert-butyl-(S)-(1-(3-(3,5-dimethylphenyl)-5-formylpyridin-4-yl)pyrrolidin-3-yl)carbamate